1-[4-[[(3,4-dimethylpyrimido[4',5':4,5]furo[2,3-c]pyridazin-8-yl)amino]methyl]phenyl]cyclobutan-ol CC1=C(C2=C(N=N1)OC1=C2N=CN=C1NCC1=CC=C(C=C1)C1(CCC1)O)C